N1N=NC2=C1C=CC(=C2)C[C@H](C(=O)N2CCC(CC2)N2CCCCC2)NC(=O)N2CCC(CC2)N2C(NC1=CC=CC=C1C2)=O (R)-4-(2-Oxo-1,4-dihydro-2H-quinazolin-3-yl)-piperidine-1-carboxylic acid [1-(1H-benzotriazol-5-ylmethyl)-2-[1,4']bipiperidinyl-1'-yl-2-oxo-ethyl]-amide